C(C)N(C(C1=C(C(=CC=C1)OC)S(NC(C)(C1=CC=CC=C1)C)(=O)=O)=O)CC N,N-diethyl-3-methoxy-2-[(1-methyl-1-phenyl-ethyl)sulfamoyl]Benzamide